4-methylsulfonyl-N-(1-methyltetrazol-5-yl)benzamide tert-butyl-2-(3-(2-isopropylphenyl)-1-(4-methoxybenzyl)piperidin-4-yl)-2,7-diazaspiro[3.5]nonane-7-carboxylate C(C)(C)(C)OC(=O)N1CCC2(CN(C2)C2C(CN(CC2)CC2=CC=C(C=C2)OC)C2=C(C=CC=C2)C(C)C)CC1.CS(=O)(=O)C1=CC=C(C(=O)NC2=NN=NN2C)C=C1